COC1=CC=C(C=C1)CCl p-anisyl chloride